ClC=1C=CC(=C(C1)C1=NNC=C1C1=NC2=CC(=CN=C2C=C1)N1CC=2N(CC1)N=C(C2)N2CCNCC2)F 2-[3-(5-chloro-2-fluoro-phenyl)-1H-pyrazol-4-yl]-7-(2-piperazin-1-yl-6,7-dihydro-4H-pyrazolo[1,5-a]pyrazin-5-yl)-1,5-naphthyridine